1-isopropylamino-3-(naphthalene-1-oxy)propan-2-ol C(C)(C)NCC(COC1=CC=CC2=CC=CC=C12)O